N[S@@](=NC(CC1=C(C=C(C=C1C(C)C)C(F)F)C(C)C)=O)(=O)C1=CC=C(C=C1)CNC (S)-N-(amino(4-((methylamino)methyl)phenyl)(oxo)-λ6-sulfaneylidene)-2-(4-(difluoromethyl)-2,6-diisopropylphenyl)acetamide